6-(chloromethyl)-4-(trifluoromethyl)-isoindolin-1-one ClCC1=CC(=C2CNC(C2=C1)=O)C(F)(F)F